(3,5-dichloro-4-((1-oxo-1,2,3,4-tetrahydroisoquinolin-6-yl)oxy)phenyl)-5-oxo-4,5-dihydro-1,2,4-oxadiazole-3-carboxamide ClC=1C=C(C=C(C1OC=1C=C2CCNC(C2=CC1)=O)Cl)N1C(=NOC1=O)C(=O)N